N(=[N+]=[N-])CCNC(CCCC(=O)NC1=C2CN(C(C2=CC=C1)=O)C1C(NC(CC1)=O)=O)=O N1-(2-azidoethyl)-N5-(2-(2,6-dioxopiperidin-3-yl)-1-oxoisoindolin-4-yl)glutaramide